ClC1=C(C=CC=C1)C=1OC2=C(C(=CC(=C2C(C1)=O)O)O)[C@H]1[C@@H](N(CC1)C)CO (+)-trans-2-(2-chloro-phenyl)-5,7-dihydroxy-8-(2-hydroxymethyl-1-methyl-pyrrolidin-3-yl)-chromen-4-one